5-(2-{[tert-Butyl(dimethyl)silyl]oxy}-1,1-difluoroethyl)-2-chloropyridine [Si](C)(C)(C(C)(C)C)OCC(F)(F)C=1C=CC(=NC1)Cl